1-[2-(difluoromethoxy)-4-(trifluoromethyl)phenyl]-8-fluoro-N-[(3R)-1-(prop-2-yl)piperidin-3-yl]pyrrolo[1,2-d][1,2,4]triazin-4-amine FC(OC1=C(C=CC(=C1)C(F)(F)F)C=1C=2N(C(=NN1)N[C@H]1CN(CCC1)C(C)C)C=CC2F)F